2-((2-chloropyridin-4-yl)methyl)-6-((4-methoxyphenyl)sulfonyl)phthalazin-1(2H)-one ClC1=NC=CC(=C1)CN1C(C2=CC=C(C=C2C=N1)S(=O)(=O)C1=CC=C(C=C1)OC)=O